CS(=O)(=O)OC(C)C1=NC=C(C=C1C)Br 1-(5-bromo-3-methylpyridin-2-yl)ethyl methanesulfonate